(S)-N,N-dimethyl-3-(2-thienyl)propylamine CN(C)CCCC=1SC=CC1